C1(CCCCC1)C=1C=CC(=NC1)CN(C(OCC1=CC=CC=C1)=O)C=1C=C2C=CN(C(C2=CC1)=O)COCC[Si](C)(C)C benzyl ((5-cyclohexylpyridin-2-yl)methyl)(1-oxo-2-((2-(trimethylsilyl)ethoxy)methyl)-1,2-dihydroisoquinolin-6-yl)carbamate